N1(CCCCCC1)C=1N=C(C2=C(C=NNC2=O)N1)NC1=CC=C(C=C1)N1CCN(CC1)C 2-(Azepan-1-yl)-4-((4-(4-Methylpiperazin-1-yl)phenyl)amino)pyrimido[4,5-d]pyridazin-5(6H)-on